1,1-dichloro-2,3,3,3-tetrafluoro-1-propene ClC(=C(C(F)(F)F)F)Cl